ClCC1=CC=C(C=C1)N1C(=NC=2C1=NC(=CC2)C=2C=NC(=CC2)F)C=2C(=NC=CC2)N 3-(3-(4-(Chloromethyl)phenyl)-5-(6-fluoropyridin-3-yl)-3H-imidazo[4,5-b]pyridin-2-yl)pyridin-2-amine